CC(C)[C@](CCCN(C)CCC1=CC(=C(C=C1)OC)OC)(C#N)C2=CC(=C(C=C2)OC)OC.Cl The molecule is a hydrochloride salt resulting from the reaction of equimolar amounts of (S)-verapamil and hydrogen chloride. It is an enantiomer of a dexverapamil hydrochloride.